benzyl (2R,3S,5S)-5-(difluoromethyl)-2-(hydroxymethyl)-3-((4-methoxybenzyl)amino)pyrrolidine-1-carboxylate FC([C@@H]1C[C@@H]([C@@H](N1C(=O)OCC1=CC=CC=C1)CO)NCC1=CC=C(C=C1)OC)F